OCC1OC(C(C(C1O)O)O)OC 2-(hydroxymethyl)-6-methoxytetrahydro-2H-pyran-3,4,5-triol